4-isopropylsulfanyl-pyrazolo[1,5-a]pyridine-3-carbonitrile C(C)(C)SC=1C=2N(C=CC1)N=CC2C#N